N1(N=CC=C1)[C@H]1C[C@@H](N(C1)C(=O)OC(C)(C)C)C(=O)OC 1-O-tert-butyl 2-O-methyl (2R,4S)-4-pyrazol-1-ylpyrrolidin-1,2-dicarboxylate